methyl (1r,3s)-3-[(3R)-3-(1-{5-cyclopropyl-4-[(1R)-1-(2,4-dichlorophenyl) ethoxy]pyridin-2-yl}azetidin-3-yl)piperidin-1-yl]-1-methylcyclobutane-1-carboxylate C1(CC1)C=1C(=CC(=NC1)N1CC(C1)[C@@H]1CN(CCC1)C1CC(C1)(C(=O)OC)C)O[C@H](C)C1=C(C=C(C=C1)Cl)Cl